diethylamine HBr Br.C(C)NCC